BrC1=CC=C(C=C1)NS(=O)(=O)C=1C=C(C=CC1OC)NC(=O)C=1N=C(NC1)C1=CC=CC=C1 N-(3-(N-(4-bromophenyl)sulfamoyl)-4-methoxyphenyl)-2-phenyl-1H-imidazole-4-carboxamide